potassium octyl-carboxylate C(CCCCCCC)C(=O)[O-].[K+]